[8-(1-octylnonoxy)-8-oxo-octyl] (2S)-4-(3-aminopropanoyloxy)-1-(6-oxo-6-undecoxy-hexyl)pyrrolidine-2-carboxylate NCCC(=O)OC1C[C@H](N(C1)CCCCCC(OCCCCCCCCCCC)=O)C(=O)OCCCCCCCC(=O)OC(CCCCCCCC)CCCCCCCC